C1(=CC=C2C=CC=C3C4=CC=CC5=CC=CC(C1=C23)=C45)C(=O)N perylenemonoamide